C(=O)O.[C-]1(C=CC=C1)C#C.[CH-]1C=CC=C1.[Fe+2] ferrocenylacetylene format